(tert-butyl 4-((3-methyl-4,5,6,7-tetrahydro-1H-pyrazolo[4,3-c]pyridin-1-yl) methyl) bicyclo[2.2.2]oct-1-yl) carbamate C(N)(OC12C(CC(CC1)(CC2)CN2N=C(C=1CNCCC12)C)C(C)(C)C)=O